S(N)(=O)(=O)F Sulfamyl Fluoride